CN(CCN1CCOCC1)CC1=CC=NC2=CC=C(N=C12)C=1C(=NNC1)C1=NC(=CC=C1)C N-methyl-N-[[6-[3-(6-methyl-2-pyridyl)-1H-pyrazol-4-yl]-1,5-naphthyridin-4-yl]methyl]-2-morpholino-ethanamine